N-(4-cyano-2-fluorophenyl)-1-(triisopropylsilyl)pyrrole-3-sulfonamide C(#N)C1=CC(=C(C=C1)NS(=O)(=O)C1=CN(C=C1)[Si](C(C)C)(C(C)C)C(C)C)F